[Cl-].C(CCCCC)N1C=[N+](C=C1)C 1-Hexyl-3-methylimidazolium chlorid